(R)-1-(4-((1-cyanoethyl)amino)-5-formylpyridin-2-yl)-1H-pyrazolo[3,4-b]pyridine C(#N)[C@@H](C)NC1=CC(=NC=C1C=O)N1N=CC=2C1=NC=CC2